FC(C(=O)O)(F)F.CC1=CSC2=C1OCC(C2)N 3-methyl-6,7-dihydro-5H-thieno[3,2-b]pyran-6-amine trifluoroacetic acid salt